IC1=C(OC[C@@H](C)O)C=CC=C1 (2R)-1-(2-Iodophenoxy)-2-propanol